C(C)C=1C(=CC=C2C=C(C=C(C12)C1=CC=C2C(=NC(=NC2=C1F)OC[C@]12CCCN2C[C@@H](C1)F)N1CC2(C(NC(N2)=O)=O)CCC1)O)F 7-(7-(8-ethyl-7-fluoro-3-hydroxynaphthalen-1-yl)-8-fluoro-2-(((2R,7aS)-2-fluorotetrahydro-1H-pyrrolizin-7a(5H)-yl)methoxy)quinazolin-4-yl)-1,3,7-triazaspiro[4.5]decane-2,4-dione